[S-2].[Li+].[Sn+4] Tin lithium sulfide